BrC1=CC(=CC(=N1)O[C@@H]1CC(CCC1)C(=O)OC(C)(C)C)CN1CCOCC1 tert-butyl (3S)-3-((6-bromo-4-(morpholinomethyl)pyridin-2-yl)oxy)cyclohexane-1-carboxylate